ClC1=CC(=C(C=C1I)O)CO 4-chloro-2-(hydroxymethyl)-5-iodo-phenol